Tert-Butyl N-methyl-N-(2-prop-2-ynoxyethyl)carbamate CN(C(OC(C)(C)C)=O)CCOCC#C